1,3-bis(thiophenyl)propan-2-ol S1C(=CC=C1)CC(CC=1SC=CC1)O